{4-[4-(morpholin-4-yl)-7H-pyrrolo[2,3-d]pyrimidin-6-yl]phenyl}-4-(piperidin-4-yloxy)pyridine-2-carboxamide N1(CCOCC1)C=1C2=C(N=CN1)NC(=C2)C2=CC=C(C=C2)C=2C(=NC=CC2OC2CCNCC2)C(=O)N